4-(aminomethyl)-6-(3-(methoxymethyl)-1H-pyrrolo[2,3-b]pyridin-5-yl)phthalazin-1(2H)-one NCC1=NNC(C2=CC=C(C=C12)C=1C=C2C(=NC1)NC=C2COC)=O